N-(3,4-difluoro-6-methyl-2-nitro-phenyl)acetamide FC=1C(=C(C(=CC1F)C)NC(C)=O)[N+](=O)[O-]